NC1=CC=C(C(=N1)CC)C=1C(=CC=C2C=CC(NC12)=O)Cl 8-(6-amino-2-ethylpyridin-3-yl)-7-chloroquinolin-2(1H)-one